N-phenyl-N'-methylphenyl-urea C1(=CC=CC=C1)N(C(=O)NC)C1=CC=CC=C1